O[C@@H](CN1[C@@H](C[C@@H](C1)COC1=CC=C(C=C1)S(=O)(=O)C)C)C=1C=C(C=C(C1)C#N)C#N 5-[(1R)-1-hydroxy-2-[(2R,4S)-4-[(4-methanesulfonylphenoxy)methyl]-2-methylpyrrolidin-1-yl]ethyl]benzene-1,3-dicarbonitrile